O1CCC(CC1)OC=1C(=NC=CC1)CC1=NC=2CCNC(C2C=C1)=O ((3-((tetrahydro-2H-pyran-4-yl)oxy)pyridin-2-yl)methyl)-7,8-dihydro-1,6-naphthyridin-5(6H)-one